tert-butyl 4-(3-chlorophenyl)-4-methoxypiperidine-1-carboxylate ClC=1C=C(C=CC1)C1(CCN(CC1)C(=O)OC(C)(C)C)OC